C(OCCOCCOCCOCCOCCOCC#C)C=1N=NN(C1)C1C(C(N(C2=CC=C(C=C12)C(=O)[O-])C(C)=O)CC)C 4-(4-(2,5,8,11,14,17-hexaoxaicos-19-yn-1-yl)-1H-1,2,3-triazol-1-yl)-1-acetyl-2-ethyl-3-methyl-1,2,3,4-tetrahydroquinoline-6-carboxylate